6-fluoro-3-[6-(3-methoxy-4-methyl-phenoxy)-3-pyridyl]-1H-imidazo[4,5-b]pyridin FC=1C=C2C(=NC1)N(CN2)C=2C=NC(=CC2)OC2=CC(=C(C=C2)C)OC